3-chloro-6-iodo-2-piperazin-1-yl-quinoline hydrochloride Cl.ClC=1C(=NC2=CC=C(C=C2C1)I)N1CCNCC1